C(C)[C@@]1(C[C@H]2[C@@]([C@H]3CC[C@@]4([C@H](CCC[C@H]4[C@@H]3CC2)C(CN2N=CC(=C2)C#N)=O)C)(CCC1)C)O 1-(2-((1S,4aS,4bR,6aS,8R,11aS,11bS,13aS)-8-ethyl-8-hydroxy-11a,13a-dimethyloctadecahydro-1H-cyclohepta[a]phenanthren-1-yl)-2-oxoethyl)-1H-pyrazole-4-carbonitrile